tert-Butyl N-[6-[[[4-[[2-(5-chloro-2-methoxy-phenyl)acetyl]amino]pyridine-2-carbonyl] amino]methyl]-2-pyridyl]carbamate ClC=1C=CC(=C(C1)CC(=O)NC1=CC(=NC=C1)C(=O)NCC1=CC=CC(=N1)NC(OC(C)(C)C)=O)OC